FC(OC=1C=C(C=NC1)N1C(N(C2=C1C=CC(=C2)C(=O)NC2(CS(C2)(=O)=O)C)C(C)C)=O)F 1-(5-(Difluoromethoxy)pyridin-3-yl)-3-isopropyl-N-(3-methyl-1,1-dioxidothietan-3-yl)-2-oxo-2,3-dihydro-1H-benzo[d]imidazole-5-carboxamide